C(C1=CC=CC=C1)O[C@@H]1C(CO[C@@H]([C@@H]1OCC1=CC=CC=C1)COCC1=CC=CC=C1)C(=O)NN (4R,5R,6R)-4,5-bis(benzyloxy)-6-[(benzyloxy)methyl]oxane-3-carbohydrazide